O=C(CCCCCCCC1(CC(=CC(C1)(C(=O)[O-])CCCCCCCC(=O)OCCC(CCCCC)CCCCC)C(=O)OCCCN(C)C)C(=O)[O-])OCCC(CCCCC)CCCCC 1-(3-(dimethylamino)propyl) 3,5-bis(8-oxo-8-((3-pentyloctyl)oxy)octyl)benzene-1,3,5-tricarboxylate